ClC1=CC2=C(N=C(N=C2)SC)N=C1Cl 6,7-dichloro-2-(methylthio)pyrido[2,3-d]pyrimidine